NC1=C(C(=NN1C(C)C)C1=CC=C(C=C1)CC(NC1=CC=2C(CCC(C2C=C1)(C)C)(C)C)=O)C(=O)N 5-Amino-1-isopropyl-3-(4-(2-oxo-2-((5,5,8,8-tetramethyl-5,6,7,8-tetrahydronaphthalen-2-yl)amino)ethyl)phenyl)-1H-pyrazole-4-carboxamide